C(C)OC(=O)C1(CCCC1)C(=O)O (ethoxycarbonyl)cyclopentane-1-carboxylic acid